The molecule is an organic cation that is the conjugate acid of xylazine, obtained by the protonation of the thiazine nitrogen. It is a conjugate acid of a xylazine. CC1=C(C(=CC=C1)C)NC2=[NH+]CCCS2